4-[2-(2,6-Dioxopiperidin-3-yl)-1,3-dioxo-2,3-dihydro-1H-isoindol-5-yl]piperazine-1-carboxylic acid tert-butyl ester C(C)(C)(C)OC(=O)N1CCN(CC1)C=1C=C2C(N(C(C2=CC1)=O)C1C(NC(CC1)=O)=O)=O